tert-butyl 4-[2-(azepan-1-yl)-4-(cyclopropanecarbonylamino)benzoyl]-3-(1-methylpyrazol-4-yl)piperazine-1-carboxylate N1(CCCCCC1)C1=C(C(=O)N2C(CN(CC2)C(=O)OC(C)(C)C)C=2C=NN(C2)C)C=CC(=C1)NC(=O)C1CC1